6-chloro-N-[1-(chloromethyl)-2-(2,4-dimethylphenyl)ethyl]-3-[3-(trifluoromethyl)phenoxy]pyridazine-4-carboxamide ClC1=CC(=C(N=N1)OC1=CC(=CC=C1)C(F)(F)F)C(=O)NC(CC1=C(C=C(C=C1)C)C)CCl